ClC1=CC=C2C(=N1)N(C=C2C2=C(C=CC=C2)C)COCC[Si](C)(C)C 6-chloro-3-(2-methylphenyl)-1-[[2-(trimethylsilyl)ethoxy]methyl]pyrrolo[2,3-b]pyridine